FC1=C(C(=O)O)C(=CC=C1C(F)(F)F)OC1=C(C=C(C=C1)F)C 2-fluoro-6-(4-fluoro-2-methylphenoxy)-3-(Trifluoromethyl)benzoic acid